[N+]=1(CC=CC1)[O-] 2H-pyrrole-1-oxide